ClC1=C2CCN(CC2=CC(=C1C(=O)N[C@H](C(=O)O)CNC(=O)N[C@@H]1CCC2=CC=CC=C12)Cl)C(C1=CC(=CC=C1)Cl)=O (S)-2-(5,7-dichloro-2-(3-chlorobenzoyl)-1,2,3,4-tetrahydroisoquinoline-6-carboxamido)-3-(3-((R)-2,3-dihydro-1H-inden-1-yl)ureido)propanoic acid